O=C1NC(CCC1OC1=CC=C(C(=O)N2C3(CC(C3)C(=O)N3CCC(CC3)C=3N=C4N(C=C(C(=C4)OC(C)C)NC(=O)C4=NC(=CC=C4)C(F)(F)F)C3)CCC2)C=C1)=O N-[2-[1-[5-[4-[(2,6-dioxo-3-piperidyl)oxy]benzoyl]-5-azaspiro[3.4]octane-2-carbonyl]-4-piperidyl]-7-isopropoxy-imidazo[1,2-a]pyridin-6-yl]-6-(trifluoromethyl)pyridine-2-carboxamide